COC(=O)N1CC(C1)C1=NC(=NO1)C1=CC(=C(C(=C1)F)C)NC(=O)C=1C=NN2C1C=C(C=C2)C(N)=O 3-(3-(3-(5-carbamoyl-pyrazolo[1,5-a]pyridine-3-carboxamido)-5-fluoro-4-methylphenyl)-1,2,4-oxadiazol-5-yl)azetidine-1-carboxylic acid methyl ester